C(N)(=N)C=1C=C(SC1)[C@@H](C)NC(=O)[C@H]1N(CC2(OCCO2)C1)C(CNC(=O)C1=CC=C(C=C1)C1=C(C=C(C=C1)C)C)=O (S)-N-((R)-1-(4-carbamimidoylthiophen-2-yl)ethyl)-7-((2',4'-dimethyl-[1,1'-biphenyl]-4-carbonyl)glycyl)-1,4-dioxa-7-azaspiro[4.4]nonane-8-carboxamide